ClC=1C=CC(=C(C1)[C@H](CCN([C@@H](C(=O)O)C1=C(C(=CC=C1)C)C1CCC(CC1)OCC(F)(F)F)C)CCN1CC(CC1)(C)C)C (R)-2-(((S)-3-(5-chloro-2-methylphenyl)-5-(3,3-dimethylpyrrolidin-1-yl)pentyl)(methyl)amino)-2-(3-methyl-2-((1r,4R)-4-(2,2,2-trifluoroethoxy)cyclohexyl)phenyl)acetic acid